2-(4-(8-((4-(4-(L-alanyl)piperazine-1-carbonyl)-3-fluoro-5-methylphenyl)amino)imidazo[1,2-a]pyrazin-3-yl)-3-(trifluoromethyl)-1H-pyrazol-1-yl)acetonitrile formate C(=O)O.N[C@@H](C)C(=O)N1CCN(CC1)C(=O)C1=C(C=C(C=C1C)NC=1C=2N(C=CN1)C(=CN2)C=2C(=NN(C2)CC#N)C(F)(F)F)F